o-cyanotoluene C(#N)C1=C(C)C=CC=C1